[Zn].[Ga].[Sn].FC=1C(=C(C=CC1F)[C@H]1[C@@H](O[C@@]([C@@H]1C)(C(F)(F)F)C)C(=O)NC=1C=C(C=NC1)C(=O)N)OC 5-[[(2R,3s,4r,5s)-3-(3,4-difluoro-2-methoxy-phenyl)-4,5-dimethyl-5-(trifluoromethyl)tetrahydrofuran-2-carbonyl]amino]pyridine-3-carboxamide tin gallium zinc